ClC1=CC=CC=2N1N=C(C2)[C@@H]2N(CCC1=C2N=CN1)C(=O)C=1OC(=NN1)C=1N=CN(C1)C (R)-(4-(7-chloropyrazolo[1,5-a]pyridin-2-yl)-6,7-dihydro-1H-imidazo[4,5-c]pyridin-5(4H)-yl)(5-(1-methyl-1H-imidazol-4-yl)-1,3,4-oxadiazol-2-yl)methanone